O=C1C(=CC(=NN1)C(=O)N)C(F)(F)F 6-oxo-5-(trifluoromethyl)-1H-pyridazine-3-carboxamide